5-(cyclohexylamino)benzo[h]Isoquinoline-8-carboxylic acid C1(CCCCC1)NC1=C2C=CN=CC2=C2C(=C1)C=C(C=C2)C(=O)O